C(#N)C1=CC=C(C=C1)N1CN(C=C1)C1=CC=C(C=C1)C#N 1,3-bis(4-cyanophenyl)-1H-imidazole